C1=CC=C(C=2OC3=C(C21)C=CC=C3)N3CCN(CC3)C(=O)C3CN(C3)C[C@H](C)NC3=C(C(NN=C3)=O)C(F)(F)F (S)-5-((1-(3-(4-(Dibenzo[b,d]furan-4-yl)piperazine-1-carbonyl)azetidin-1-yl)propane-2-yl)amino)-4-(trifluoromethyl)pyridazin-3(2H)-one